tert-Butyl (1S,4S)-5-[4-[3-chloro-4-[(3,3-difluorocyclobutyl)methoxy]-2-fluoro-anilino]-7-fluoro-pyrido[3,2-d]pyrimidin-6-yl]-2,5-diazabicyclo[2.2.1]heptane-2-carboxylate ClC=1C(=C(NC=2C3=C(N=CN2)C=C(C(=N3)N3[C@@H]2CN([C@H](C3)C2)C(=O)OC(C)(C)C)F)C=CC1OCC1CC(C1)(F)F)F